NC1=CC=C(C(=N1)C)CNC(=O)[C@@H]1CCC=2N1C(C(=CN2)NCC2=C(C(=CC=C2)C)OC)=O (S)-N-((6-AMINO-2-METHYLPYRIDIN-3-YL)METHYL)-3-((2-METHOXY-3-METHYLBENZYL)AMINO)-4-OXO-4,6,7,8-TETRAHYDROPYRROLO[1,2-A]PYRIMIDINE-6-CARBOXAMIDE